N1C(=NC=C1)NCCN N1-(1H-imidazol-2-yl)ethane-1,2-diamine